2-(2,6-dioxopiperidin-3-yl)-5-((4-(2-methylthieno[2,3-d]pyrimidin-4-yl)piperazin-1-yl)methyl)isoindoline-1,3-dione O=C1NC(CCC1N1C(C2=CC=C(C=C2C1=O)CN1CCN(CC1)C=1C2=C(N=C(N1)C)SC=C2)=O)=O